Bis[1-isopropyl-2,4-cyclopentadiene-1-yl]magnesium C(C)(C)C1(C=CC=C1)[Mg]C1(C=CC=C1)C(C)C